ClC=1N=NC(=CC1Br)Cl 3,6-dichloro-4-bromopyridazine